COC(C1=CN=C(C(=C1)C)Br)=O 6-bromo-5-methylnicotinic acid methyl ester